ClC1=C(C=CC=C1Cl)C1C(=C(NC(=C1C(=O)OC)C)C)C(=O)OCC ethyl methyl 4-(2,3-dichlorophenyl)-1,4-dihydro-2,6-dimethyl-3,5-pyridinedicarboxylate